2-Amino-4-(butylamino)-6-(4-((cyclopropylamino)methyl)benzyl)pyrimidin NC1=NC(=CC(=N1)NCCCC)CC1=CC=C(C=C1)CNC1CC1